2,3,5-trimethyl-1,6-hexanediol CC(CO)C(CC(CO)C)C